[3-(1-amino-4-methylphthalazin-6-yl)-5-fluoro-4-methoxyphenyl]boronic acid trifluoroacetate salt FC(C(=O)O)(F)F.NC1=NN=C(C2=CC(=CC=C12)C=1C=C(C=C(C1OC)F)B(O)O)C